C(C1=CC=CC=C1)OC=1C(=C(N)C(=CC1)C)C 3-(benzyloxy)-2,6-dimethylaniline